2'-methylguanosine-3'-monophosphate P(=O)(O)(O)O[C@H]1[C@]([C@@H](O[C@@H]1CO)N1C=NC=2C(=O)NC(N)=NC12)(O)C